BrC=1NC2=CC(=CC=C2C1C=O)F 2-bromo-6-fluoro-1H-indole-3-carbaldehyde